ethylenediaminetetraacetic acid di-sodium salt [Na+].[Na+].C(CN(CC(=O)[O-])CC(=O)[O-])N(CC(=O)O)CC(=O)O